C1(CC1)C=1C(=NOC1)CO (4-cyclopropylisoxazol-3-yl)methanol